ClC1=CC=C(C=C1)C(C(=O)O)C1=CC=CC=C1 2-(4-chlorophenyl)-2-phenylacetic acid